(S)-isoxazolidine O1NCCC1